O=C1NC(CCC1N1C(N(C2=C1C=CC(=C2)N2C(CN(CC2)CC(=O)O)=O)C)=O)=O 2-[4-[1-(2,6-dioxo-3-piperidyl)-3-methyl-2-oxo-benzimidazol-5-yl]-3-oxo-piperazin-1-yl]acetic acid